C1(=CC=CC=C1)N1P(C2=C(C3=C1C=CC=C3)C=CC=C2)(C2=CC=CC=C2)=O 5,6-Diphenylbenzo[c][2,1]benzazaphosphinine 6-oxide